(S)-4-(3-chloro-4-tolyl)-N-((5-(2,6-dioxopiperidin-3-yl)-4-oxo-5,6-dihydro-4H-thieno[3,4-c]pyrrol-1-yl)methyl)-2,2-dimethylbutanamide ClC=1C=C(C=CC1CCC(C(=O)NCC=1SC=C2C1CN(C2=O)[C@@H]2C(NC(CC2)=O)=O)(C)C)C